2-ethyl-2-(4-iodo-1H-pyrazol-1-yl)butanoic acid tert-butyl ester C(C)(C)(C)OC(C(CC)(N1N=CC(=C1)I)CC)=O